ClC1=C(N(C=N1)CC)CSC=1NC(C2=C(N1)CCC2)=O 2-{[(5-Chloro-3-ethylimidazol-4-yl)methyl]sulfanyl}-3H,5H,6H,7H-cyclopenta[d]pyrimidin-4-one